ClC1=CC=C2C(=CC(=NC2=C1Cl)N(CCC(=O)O)C)C=1C=NNC1 3-((7,8-dichloro-4-(1H-pyrazol-4-yl)quinolin-2-yl)(methyl)amino)propionic acid